ClC=1C(=NC(=NC1)NC1CCC(CC1)N)C=1C=NN(C1CC1CC1)C (1r,4r)-N1-(5-Chloro-4-(5-(cyclopropylmethyl)-1-methyl-1H-pyrazol-4-yl)pyrimidin-2-yl)cyclohexane-1,4-diamine